COC=1C=C2C3=C(NC2=CC1)C1C2N(C(C3)=O)CC(C2COC)C1 8-methoxy-1-(methoxymethyl)-2,3,6,11,12,12a-hexahydro-2,12-methanopyrrolo[1',2':1,2]azepino[4,5-b]indol-5(1H)-one